C1=C(C=CC2=CC=CC=C12)C1=C[C@@H](CCC1)O (R)-3-(naphthalen-2-yl)cyclohex-2-en-1-ol